(1,1',2,2',3,3',4,4',5,5',6,6',7,7',8'-2H15)-9,9'-spirobi[fluoren]-8-amine C1(=C(C(=C(C=2C3=C(C(=C(C(=C3C3(C12)C1=C(C(=C(C(=C1C=1C(=C(C(=C(C13)[2H])[2H])[2H])[2H])[2H])[2H])[2H])[2H])N)[2H])[2H])[2H])[2H])[2H])[2H])[2H]